ClC1=CC=C2C(=N1)C(=CN2)NC2=NC1=C(N2C)C(=CC(=C1)F)F N-(5-Chloro-1H-pyrrolo[3,2-b]pyridin-3-yl)-5,7-difluoro-1-methyl-1H-benzo[d]imidazol-2-amine